[Cl-].C[N+](C)(CC=C)CC=C N,N-dimethyl-diallyl-ammonium chloride